N-((6-methyl-5-(1H-pyrrolo[2,3-b]pyridin-4-yl)-2,3-dihydro-1H-inden-4-yl)carbamoyl)-6,7-dihydro-4H-pyrazolo[5,1-c][1,4]oxazine-3-sulfonamide CC1=C(C(=C2CCCC2=C1)NC(=O)NS(=O)(=O)C=1C=NN2C1COCC2)C2=C1C(=NC=C2)NC=C1